C(CCCCCCCCCCC)(=O)OCC(COC(CCCCCCCCCCC)=O)OC(/C=C/C(=O)O)=O (E)-4-((1,3-bis(dodecanoyloxy)propan-2-yl)oxy)-4-oxobut-2-enoic acid